(S)-1'-(3-(1-(2-methylpyridin-4-yl)vinyl)-1H-pyrazolo[3,4-b]pyrazin-6-yl)-1,3-dihydrospiro[indene-2,4'-piperidine]-1-amine CC1=NC=CC(=C1)C(=C)C1=NNC2=NC(=CN=C21)N2CCC1(CC2)[C@@H](C2=CC=CC=C2C1)N